BrCC(=O)C1=C(C=C(C=C1)[C@@H]1[C@H](C1)C(=O)OCC)F Ethyl (1S,2S)-2-[4-(2-bromoacetyl)-3-fluorophenyl]cyclopropane-1-carboxylate